2-chloro-5-(2,2-diphenylacetamido)pyrimidine-4-carboxylic acid ethyl ester C(C)OC(=O)C1=NC(=NC=C1NC(C(C1=CC=CC=C1)C1=CC=CC=C1)=O)Cl